C(C)(C)OC1=CC=2N(C=C1C(=O)OC)C=C(N2)C methyl 7-isopropoxy-2-methylimidazo[1,2-a]pyridine-6-carboxylate